tert-butyl 3-(7-(6-(bis((4-methoxy phenyl)methyl)amino)-4-methyl-3-(trifluoromethyl)pyridin-2-yl)-6-chloro-2,8-difluoro quinazolin-4-yl)-3,8-diazabicyclo[3.2.1]octane-8-carboxylate COC1=CC=C(C=C1)CN(C1=CC(=C(C(=N1)C1=C(C=C2C(=NC(=NC2=C1F)F)N1CC2CCC(C1)N2C(=O)OC(C)(C)C)Cl)C(F)(F)F)C)CC2=CC=C(C=C2)OC